BrCCC/C=C/CCCCCC(OCCCCCCC)OCCCCCCC (7E)-11-bromo-1,1-diheptyloxy-7-undecene